CS(=O)(=O)CCCOC1=CC(=C(C(=N1)C)C=1C=C(COC2=CC=3CC4C(C3C=C2)C4C(=O)O)C=CC1)C 4-{3-[6-(3-Methanesulfonyl-propoxy)-2,4-dimethyl-pyridin-3-yl]-benzyloxy}-1,1a,6,6a-tetrahydro-cyclopropa[a]indene-1-carboxylic acid